C(C)(C)(C)OC(C(C)NCC=1C=C2C(=CN(C2=CC1)C1=NOC(=N1)C1=NN(C=2CC(CCC12)(C)C)CC)Cl)=O (((3-chloro-1-(5-(1-ethyl-6,6-dimethyl-4,5,6,7-tetrahydro-1H-indazol-3-yl)-1,2,4-oxadiazol-3-yl)-1H-indol-5-yl)methyl)amino)propanoic acid tert-butyl ester